4-(3-(2-(2-((2-(2,6-dioxopiperidin-3-yl)-1-oxoisoindolin-4-yl)oxy)ethoxy)ethoxy)phenyl)pyrrolidine-3-carbonitrile O=C1NC(CCC1N1C(C2=CC=CC(=C2C1)OCCOCCOC=1C=C(C=CC1)C1C(CNC1)C#N)=O)=O